FC1=C(C(=CC(=C1)C1=C2C(=NC=C1)NC=C2F)F)C2([C@H](CN(C[C@H]2C)C)C)O (3S,4s,5R)-4-(2,6-difluoro-4-(3-fluoro-1H-pyrrolo[2,3-b]pyridin-4-yl)phenyl)-1,3,5-trimethylpiperidin-4-ol